NC1(CN(CC1)C1=C(C(=CC=2OCOC21)Br)CN2C1=NC=NC(=C1N=C2)N)C(=O)NC2CC2 3-Amino-1-(5-((6-amino-9H-purin-9-yl)methyl)-6-bromobenzo[d][1,3]dioxol-4-yl)-N-cyclopropylpyrrolidin-3-carboxamide